ClC1=C(C=CC=C1)[C@H]1COCCCN1C1=NC(=NC(=C1)C)N (S)-4-[3-(2-chlorophenyl)-1,4-oxazepan-4-yl]-6-methyl-pyrimidin-2-amine